C(#N)C1CCN(CC1)C1=NNC=C1NC(=O)C=1C=NN2C1N=CC=C2 N-(3-(4-cyanopiperidin-1-yl)-1H-pyrazol-4-yl)pyrazolo[1,5-a]pyrimidine-3-carboxamide